ethyl 5-chloro-3H-pyrrolo[2,3-c][2,7]naphthyridine-2-carboxylate ClC1=NC2=C(C=3C=CN=CC13)C=C(N2)C(=O)OCC